di-nitrotriphenylene [N+](=O)([O-])C1=C(C=2C3=CC=CC=C3C3=CC=CC=C3C2C=C1)[N+](=O)[O-]